2-(4-methyl-5-oxo-1,4-diazepan-1-yl)-N-(4-nitrophenyl)acetamide CN1CCN(CCC1=O)CC(=O)NC1=CC=C(C=C1)[N+](=O)[O-]